FC([C@@H]1[C@H](C1)C=1C=2N(N=C(C1)C=1C(=NC(=NC1)OC)OC)C=C(N2)C(F)(F)F)F 8-((1S,2S)-2-(difluoromethyl)cyclopropyl)-6-(2,4-dimethoxypyrimidin-5-yl)-2-(trifluoromethyl)imidazo[1,2-b]pyridazine